tert-butyl 4-(4-(4-bromo-3-chlorobenzamido)-2-methylphenyl)piperazine-1-carboxylate BrC1=C(C=C(C(=O)NC2=CC(=C(C=C2)N2CCN(CC2)C(=O)OC(C)(C)C)C)C=C1)Cl